C(N)(OCCCCCCCCCCCCCCCCCCCCC)=O n-heneicosyl carbamate